ethyl 6-({3-[5-(1,3-dioxolan-2-yl)pyridin-2-yl]-2-methoxyphenyl}amino)-8-{[(4-methoxyphenyl)methyl](methyl)amino}imidazo[1,2-b]pyridazine-3-carboxylate O1C(OCC1)C=1C=CC(=NC1)C=1C(=C(C=CC1)NC=1C=C(C=2N(N1)C(=CN2)C(=O)OCC)N(C)CC2=CC=C(C=C2)OC)OC